CERIUM-ZIRCONIUM [Zr].[Ce]